N1CCC(CC1)C1=CC=C(C=C1)S(=O)(=O)NC1=C(N=CS1)C(=O)O 5-{[4-(piperidin-4-yl)phenyl]sulfonylamino}-1,3-thiazole-4-carboxylic acid